N-(morpholin-2-ylmethyl)-5-azaspiro[2.4]heptan-7-carboxamid N1CC(OCC1)CNC(=O)C1CNCC12CC2